2-(8-fluoro-4-isopropyl-6-(4,4,5,5-tetramethyl-1,3,2-dioxaborolan-2-yl)quinolin-3-yl)propan-2-ol FC=1C=C(C=C2C(=C(C=NC12)C(C)(C)O)C(C)C)B1OC(C(O1)(C)C)(C)C